N-Boc-aminobromine C(=O)(OC(C)(C)C)NBr